3-hydroxyl-1,2,4-triazine-6-carboxamide OC=1N=NC(=CN1)C(=O)N